NC1=C(C=C(C=C1)F)N1CCC(CC1)O 1-(2-amino-5-fluoro-phenyl)piperidin-4-ol